ClC1=CC=2N(C=C1)N=CC2C2=CN=C(S2)C(=O)N[C@@H](CCN2CCCCC2)C2=NC=CC(=C2)NS(=O)(=O)C2CC2 (S)-5-(5-chloropyrazolo[1,5-a]pyridin-3-yl)-N-(1-(4-(cyclopropanesulfonamido)pyridine-2-yl)-3-(piperidin-1-yl)propyl)thiazole-2-carboxamide